N,N-diphenylpropylenediamine C1(=CC=CC=C1)N(CC(C)N)C1=CC=CC=C1